tert-butyl 2-(6-(3,4-dichlorophenylamino)-3,3-difluoro-3,4-dihydro-1H-carbazol-9(2H)-yl)ethylcarbamate ClC=1C=C(C=CC1Cl)NC=1C=C2C=3CC(CCC3N(C2=CC1)CCNC(OC(C)(C)C)=O)(F)F